C1=CC=C(C=C1)NC(=O)CC[C@@H](C(=O)[O-])[NH3+] The molecule is an amino acid zwitterion resulting from a transfer of a proton from the carboxy group to the amino group of N(5)-phenyl-L-glutamine; major species at pH 7.3. It is a tautomer of a N(5)-phenyl-L-glutamine.